CC1=C(C(O[C@]1(C(F)(F)F)C)=O)C(=O)OC methyl (R)-4,5-dimethyl-2-oxo-5-(trifluoromethyl)-2,5-dihydrofuran-3-carboxylate